benzyl (3s,5r)-4-(3-((3-(1-(3-ethoxy-3-oxopropyl) ureido)-1-methyl-1H-indazol-7-yl) oxy) propyl)-3,5-dimethylpiperazine-1-carboxylate C(C)OC(CCN(C(=O)N)C1=NN(C2=C(C=CC=C12)OCCCN1[C@H](CN(C[C@H]1C)C(=O)OCC1=CC=CC=C1)C)C)=O